3-(3-amino-6-(2-hydroxyphenyl)pyridazin-4-yl)-3,8-diazabicyclo[3.2.1]octane-8-carboxylic acid tert-butyl ester C(C)(C)(C)OC(=O)N1C2CN(CC1CC2)C2=C(N=NC(=C2)C2=C(C=CC=C2)O)N